3,5-DIETHYL-5,6-DIMETHYL-2-CYCLOHEXEN-1-ONE C(C)C1=CC(C(C(C1)(C)CC)C)=O